(3R,4R)-3-cyclopentyl-4-(4-(4-(dimethoxymethyl)piperidin-1-yl)phenyl)isochroman-7-ol C1(CCCC1)[C@H]1OCC2=CC(=CC=C2[C@H]1C1=CC=C(C=C1)N1CCC(CC1)C(OC)OC)O